3-((ethyl(pyrazolo[1,5-a]pyrimidin-6-yl)amino)methyl)-4-methyl-N-(3-(4-methyl-1H-imidazol-1-yl)-5-(trifluoromethyl)phenyl)benzamide C(C)N(C=1C=NC=2N(C1)N=CC2)CC=2C=C(C(=O)NC1=CC(=CC(=C1)C(F)(F)F)N1C=NC(=C1)C)C=CC2C